1-(3-(2-(2-aminopyridin-3-yl)-3-(4-(chloromethyl)phenyl)-3H-imidazo[4,5-b]pyridin-5-yl)phenyl)pyrrolidin-2-one NC1=NC=CC=C1C1=NC=2C(=NC(=CC2)C=2C=C(C=CC2)N2C(CCC2)=O)N1C1=CC=C(C=C1)CCl